OC(C)C=1C(=NC(=CC1)N1C=NC2=C1C=CC(=C2)NC2=NC=C(C=C2)C)N2N=C(C=C2C)C#N 1-[3-(1-Hydroxyethyl)-6-[5-[(5-methyl-2-pyridinyl)amino]benzimidazol-1-yl]-2-pyridinyl]-5-methyl-pyrazole-3-carbonitrile